N=1C=NN2C1C=CC(=C2)C2=CC=C1C(CNCC1=C2)([2H])C2=CC(=C(C=C2)Cl)Cl 7-([1,2,4]triazolo[1,5-a]pyridin-6-yl)-4-(3,4-dichlorophenyl)-1,2,3,4-tetrahydroisoquinoline-4-d